O1C(CCCC1)N1N=C(N=C1)C1=CC=C(C=N1)C=1N=C2C(=NC1)N(C(CN2)=O)C2CCOCC2 6-(6-(1-(Tetrahydro-2H-pyran-2-yl)-1H-1,2,4-triazol-3-yl)pyridin-3-yl)(tetrahydro-2H-pyran-4-yl)-3,4-dihydropyrazino[2,3-b]pyrazin-2(1H)-one